tert-butyl 5-(2-[4-({[(4-chlorophenyl)methyl]amino} carbonylamino)phenyl]acetyl)-2,5-diazaspiro[3.3]heptane-2-carboxylate ClC1=CC=C(C=C1)CNC(=O)NC1=CC=C(C=C1)CC(=O)N1C2(CN(C2)C(=O)OC(C)(C)C)CC1